BrC1=C(C#N)C(=CC=C1)SC1=CC=CC=C1 2-bromo-6-(phenylthio)benzonitrile